7-(4-(N-(4-(2-methylcycloprop-2-en-1-carboxamido)butyryl)sulfamoyl)benzoylamino)heptanoic acid CC=1C(C1)C(=O)NCCCC(=O)NS(=O)(=O)C1=CC=C(C(=O)NCCCCCCC(=O)O)C=C1